2-fluoro-4-((4-(4-hydroxycyclohex-1-en-1-yl)pyrimidin-2-yl)amino)-N-(8-methylisoquinolin-1-yl)-N-((R)-piperidin-3-yl)benzamide FC1=C(C(=O)N([C@H]2CNCCC2)C2=NC=CC3=CC=CC(=C23)C)C=CC(=C1)NC1=NC=CC(=N1)C1=CCC(CC1)O